2-(1-benzhydrylazetidin-3-yl)-N,N-diisobutyl-1,2,3,4-tetrahydroisoquinolin-6-amine C(C1=CC=CC=C1)(C1=CC=CC=C1)N1CC(C1)N1CC2=CC=C(C=C2CC1)N(CC(C)C)CC(C)C